OCCCCNC(=O)C1=CC2=C(N(C(=N2)NC=2SC3=C(N2)C=CC(=C3)OC(F)(F)F)C)C=C1 1-Methyl-2-(6-trifluoromethoxy-benzothiazol-2-ylamino)-1H-benzoimidazole-5-carboxylic acid (4-hydroxy-butyl)-amide